2-(4-hydroxyphenoxy)propionic acid methyl ester COC(C(C)OC1=CC=C(C=C1)O)=O